N1N=CC(=C1)CCNC1=NC(=NC(=C1C)C)C(=O)N1C(COCC1)(C1=CC=CC=C1)C (4-((2-(1H-pyrazol-4-yl)ethyl)amino)-5,6-dimethylpyrimidin-2-yl)(3-methyl-3-phenylmorpholino)methanone